ClC=1C=C(C=CC1Cl)C1N(CCN(C1)C1COC1)C(=O)N (3,4-dichlorophenyl)-4-(oxetan-3-yl)piperazin-1-carboxamide